C[Si](C1=CC=C(C=C1)C=C)(C)C trimethyl-(4-vinyl-phenyl)silane